C(C)(C)(C)OC[C@H](C(=O)O)NC(=O)OC(C)(C)C (2R)-3-tert-butoxy-2-(tert-butoxycarbonylamino)propanoic acid